C1(CC1)C1=NC=NC(=C1C1=NC(=CC(=N1)C)SC)OC(F)F 2-[4-cyclopropyl-6-(difluoromethoxy)pyrimidin-5-yl]-4-methyl-6-methylsulfanyl-pyrimidine